Cl.Cl.NC1CC(C1)NC1=C2C(=NC=3N1N=CC3)C3(CC3)C(C2)O 8-(((1R,3R)-3-aminocyclobutyl)amino)-6,7-dihydrospiro[cyclopenta[d]pyrazolo[1,5-a]pyrimidine-5,1'-cyclopropane]-6-ol dihydrochloride